Cl.C(C)OC(=O)C(CCC1=CC=CC=C1)NC(C(=O)N1CC2=CC=CC=C2CC1C(=O)O)C 2-[2-[[1-(ethoxycarbonyl)-3-phenylpropyl]amino]-1-oxopropyl]-1,2,3,4-tetrahydro-3-isoquinolinecarboxylic acid, monohydrochloride